6-chloro-N-(5-chloro-3-fluoro-6-methoxypyridin-2-yl)-1H-pyrrolo[2,3-b]pyridine-3-sulfonamide ClC1=CC=C2C(=N1)NC=C2S(=O)(=O)NC2=NC(=C(C=C2F)Cl)OC